3-(5-Carbamoyl-1,3-dioxo-1,3-dihydroisoindol-2-yl)biphenyl-4-carboxylic acid C(N)(=O)C=1C=C2C(N(C(C2=CC1)=O)C=1C=C(C=CC1C(=O)O)C1=CC=CC=C1)=O